(E)-N-(4-(1-(6-(4-(piperazin-1-yl)piperidin-1-yl)pyridazin-3-carbonyl)piperidin-4-yl)butyl)-3-(pyridin-3-yl)acrylamide N1(CCNCC1)C1CCN(CC1)C1=CC=C(N=N1)C(=O)N1CCC(CC1)CCCCNC(\C=C\C=1C=NC=CC1)=O